C(C)(C)(C)OC(CCCCBr)=O Tert-Butyl-5-bromovalerate